4-Chloro-5-(trifluoromethyl)aniline ClC1=CC=C(N)C=C1C(F)(F)F